2-{3-[(2R,6S)-2,6-dimethylmorpholine-4-carbonyl]-5,6-dihydrocyclopenta[c]pyrazol-1(4H)-yl}-1-[4-(3-fluoro-2-methoxyphenyl)piperidin-1-yl]ethan-1-one C[C@@H]1CN(C[C@@H](O1)C)C(=O)C=1C2=C(N(N1)CC(=O)N1CCC(CC1)C1=C(C(=CC=C1)F)OC)CCC2